(E)-4-(Dimethylamino)-N-(2-(2-fluoro-4-hydroxybenzoyl)isoindolin-4-yl)but-2-enamide CN(C/C=C/C(=O)NC1=C2CN(CC2=CC=C1)C(C1=C(C=C(C=C1)O)F)=O)C